FC(C(=O)O)(F)F.N[C@@H]1CC=CC[C@H]1C1=C(C2=NC(=CC(=C2S1)NCC=1SC=CC1)Cl)C#CCCO 4-(2-((1R,6R)-6-aminocyclohex-3-en-1-yl)-5-chloro-7-((thiophen-2-ylmethyl)amino)thieno[3,2-b]pyridin-3-yl)but-3-yn-1-ol trifluoroacetate